Butyl N-[(1R)-1-[(4aR,8aS)-3,4,4a,5,6,7,8,8a-octahydro-2H-quinoline-1-carbonyl]-4-(1,3-dioxoisoindolin-2-yl)butyl]carbamate N1(CCC[C@H]2CCCC[C@H]12)C(=O)[C@@H](CCCN1C(C2=CC=CC=C2C1=O)=O)NC(OCCCC)=O